(2S,5R)-1-(2'-methoxy-[1,1'-biphenyl]-4-carbonyl)-5-phenylpyrrolidine-2-carboxylic acid COC1=C(C=CC=C1)C1=CC=C(C=C1)C(=O)N1[C@@H](CC[C@@H]1C1=CC=CC=C1)C(=O)O